(R,S)-3-(1-Ethoxyvinyl)-3-hydroxy-1-methylpyrrolidin-2-one C(C)OC(=C)[C@]1(C(N(CC1)C)=O)O